3-[2-(4-chlorophenyl)ethyl]-5-[(5-methyl-4-oxo-pyrido[2,3-d]pyrimidin-3-yl)methyl]-1,3,4-oxadiazol-2-one ClC1=CC=C(C=C1)CCN1C(OC(=N1)CN1C=NC2=C(C1=O)C(=CC=N2)C)=O